6-((3-methyl-5-(oxazol-5-yl)-1-oxoisoindolin-2-yl)methyl)benzo[d]oxazol-2(3H)-one CC1N(C(C2=CC=C(C=C12)C1=CN=CO1)=O)CC1=CC2=C(NC(O2)=O)C=C1